di(4-methoxyphenyl)(phenyl)phosphonium benzenesulfonate C1(=CC=CC=C1)S(=O)(=O)[O-].COC1=CC=C(C=C1)[PH+](C1=CC=CC=C1)C1=CC=C(C=C1)OC